tert-butyl ((1R,4R,7R)-2-(2-(1-(cyclopropylmethyl)-1H-indol-2-yl)-7-methoxy-1-(pyridin-3-ylmethyl)-1H-benzo[d]imidazole-5-carbonyl)-2-azabicyclo[2.2.1]heptan-7-yl)carbamate C1(CC1)CN1C(=CC2=CC=CC=C12)C1=NC2=C(N1CC=1C=NC=CC1)C(=CC(=C2)C(=O)N2[C@@H]1CC[C@H](C2)[C@H]1NC(OC(C)(C)C)=O)OC